CN1[C@](CCC1)(C)CO [(2S)-1,2-dimethylpyrrolidin-2-yl]methanol